C(C1=CC=CC=C1)OC=1C=C(C(=O)O[C@@H]2CC3=CC=CC=C3C[C@H]2C2=CC(=C(C(=C2)OCC2=CC=CC=C2)OCC2=CC=CC=C2)OCC2=CC=CC=C2)C=C(C1OCC1=CC=CC=C1)OCC1=CC=CC=C1 (2R,3S)-3-(3,4,5-tris(benzyloxy)phenyl)-1,2,3,4-tetrahydronaphthalen-2-yl 3,4,5-tris(benzyloxy)benzoate